N1(CCCC1)CCC=O 3-(PYRROLIDIN-1-YL)PROPANAL